FC1(CN(CC[C@H]1NC1=NN2C(C(=N1)OC)=C(C=C2)C2=CC1=C(N=C(O1)C)C=C2)C(C)=O)F (R)-1-(3,3-Difluoro-4-((4-methoxy-5-(2-methylbenzo[d]oxazol-6-yl)pyrrolo[2,1-f][1,2,4]triazin-2-yl)amino)piperidin-1-yl)ethan-1-one